FC(C(=O)O)(F)F.COC1=C(C=C(C=C1C)B1OC(C(O1)(C)C)(C)C)C=1C=C2C(=NN=C(C2=CC1)N)C 6-[2-Methoxy-3-methyl-5-(4,4,5,5-tetramethyl-1,3,2-dioxaborolan-2-yl)phenyl]-4-methylphthalazin-1-amine trifluoroacetic acid salt